2,2'-bis(di-tert-butylphosphino)biphenyl 2-(diethylamino)ethyl-2-(3,5-dichlorophenyl)benzo[d]oxazole-6-carboxylate C(C)N(CCOC(=O)C1=CC2=C(N=C(O2)C2=CC(=CC(=C2)Cl)Cl)C=C1)CC.C(C)(C)(C)P(C1=C(C=CC=C1)C1=C(C=CC=C1)P(C(C)(C)C)C(C)(C)C)C(C)(C)C